ClC1=C(C=C(C(=C1)Cl)N1C(N(C(N(C1=O)C)=S)C)=O)C1=NOC(C1)(C(=O)O)C 3-[2,4-dichloro-5-(3,5-dimethyl-2,6-dioxo-4-thioxo-1,3,5-triazinan-1-yl)-phenyl]-5-methyl-4H-isoxazole-5-carboxylic acid